FC(OC1=NC=CC=C1C1=NC=C2N(C(N(C2=N1)CC1=CC=C(C=C1)C=1N(C=C(N1)C(F)(F)F)C(C)C)=N)C)F 2-[2-(difluoromethoxy)-3-pyridinyl]-9-[[4-[1-isopropyl-4-(trifluoromethyl)imidazol-2-yl]phenyl]methyl]-7-methyl-purin-8-imine